1-[2-chloro-4-(tetramethyl-1,3,2-dioxaborolan-2-yl)phenyl]-3-[3-(3-methyloxetan-3-yl)-1-(4-methylphenyl)-1H-pyrazol-5-yl]urea ClC1=C(C=CC(=C1)B1OC(C(O1)(C)C)(C)C)NC(=O)NC1=CC(=NN1C1=CC=C(C=C1)C)C1(COC1)C